N[Ga] aminogallium